S(=O)(=O)(C1=CC=C(C)C=C1)OC1=C(OS(=O)(=O)C2=CC=C(C)C=C2)C(OS(=O)(=O)C2=CC=C(C)C=C2)=CC=C1 Pyrogallol tritosylate